COC1=C(C=CC(=C1N)[N+](=O)[O-])C1=CC=CC=C1 methoxy-4-nitro-[1,1'-biphenyl]-3-amine